6-[5-(trifluoromethyl)pyridin-2-yl]-1H-benzimidazol-1-yl-propanone (R)-2-methoxyethyl-2-amino-3-(3-(4-chloro-1-ethyl-1H-pyrazol-5-yl)-5-fluorobenzamido)propanoate COCCOC([C@@H](CNC(C1=CC(=CC(=C1)F)C1=C(C=NN1CC)Cl)=O)N)=O.FC(C=1C=CC(=NC1)C=1C=CC2=C(N(C=N2)CC(C)=O)C1)(F)F